4-[7-(1-ethyl-1H-1,2,3-triazol-5-yl)-3-[3-methyl-1-(oxan-2-yl)-1H-pyrazol-5-yl]-[1,2]thiazolo[4,5-b]pyridin-5-yl]-3-methylmorpholine C(C)N1N=NC=C1C1=C2C(=NC(=C1)N1C(COCC1)C)C(=NS2)C2=CC(=NN2C2OCCCC2)C